CC(C(=O)[O-])(C)C methyl-methylpropionate